(Z,2E)-5-[1-(2,4-dichlorophenyl)pyrazol-3-yl]oxy-2-methoxyimino-N,3-dimethylpent-3-enamine ClC1=C(C=CC(=C1)Cl)N1N=C(C=C1)OC\C=C(/C(/CNC)=N\OC)\C